hexadecyl-methyl-triethoxysilane C(CCCCCCCCCCCCCCC)C(C)O[Si](OCC)(OCC)C